ClC=1N=CN(C1)C1CC2(CNC2)C1 6-(4-chloroimidazol-1-yl)-2-azaspiro[3.3]heptane